(4Z)-2-ethylsulfanyl-4-(1H-indazol-5-ylmethylene)-1H-imidazol-5-one C(C)SC=1NC(/C(/N1)=C/C=1C=C2C=NNC2=CC1)=O